O=C(C(C(C1=CC=CC=C1)=O)NC(C)=O)C1=CC=CC=C1 N-(1,3-dioxo-1,3-diphenylpropane-2-yl)acetamide